C(C=C)(=O)OCCC.C(C=C)(=O)OCCC dipropyl diacrylate